Methyl (2E)-2-[2-[[(E)-[4-bromo-2-(trifluoromethyl)phenyl]methyleneamino]oxymethyl]-3-methyl-phenyl]-2-methoxyimino-acetate BrC1=CC(=C(C=C1)\C=N\OCC1=C(C=CC=C1C)\C(\C(=O)OC)=N/OC)C(F)(F)F